2,4-diamino-5-(3,5-dimethoxy-4-methylthiobenzyl)-pyrimidine NC1=NC=C(C(=N1)N)CC1=CC(=C(C(=C1)OC)SC)OC